FC1=C(C=C(C=C1)OC1=CC=C(C=C1)C(F)(F)F)NC(=O)[C@H]1N(C(NC1)=O)C (S)-N-(2-Fluoro-5-(4-(trifluoromethyl)phenoxy)phenyl)-3-methyl-2-oxo-imidazolidine-4-carboxamide